[N+](=O)([O-])C1=CC(=CC(=C1Cl)C(Cl)Cl)Cl 6-nitro-1,4-dichloro-2-(dichloromethyl)-benzene